3-formyl-4-methoxythieno[3,2-c]pyridine-2-carboxylic acid ethyl ester C(C)OC(=O)C1=C(C=2C(=NC=CC2S1)OC)C=O